ClC=1C(=CC(=C(C1)N1C(C=CC2=CC(=CC=C12)S(=O)(=O)N(CC1=CC=C(C=C1)OC)C1=NOC=C1)=O)OC)C=O (P)-1-(5-chloro-4-formyl-2-methoxyphenyl)-N-(isoxazol-3-yl)-N-(4-methoxybenzyl)-2-oxo-1,2-dihydroquinoline-6-sulfonamide